1-(5-(3-chloro-4-cyclopropylphenyl)-2,3-dihydro-1H-inden-1-yl)piperidine-3-carboxylic acid methyl ester COC(=O)C1CN(CCC1)C1CCC2=CC(=CC=C12)C1=CC(=C(C=C1)C1CC1)Cl